ethyl-(R)-3-(4-fluoro-7-methyl-1H-indole-2-carboxamido)-[1,4'-bipiperidine] C(C)[C@H]1N(CCCC1NC(=O)C=1NC2=C(C=CC(=C2C1)F)C)C1CCNCC1